O=C1N(C=CC(N1)=O)[C@@H]1O[C@]2(C[C@H](O[C@@H]1[C@@H]2O[P@](=O)(OC2=CC=CC=C2)N[C@@H](C)C(=O)OC(C)C)C)CO isopropyl ((S)-(((1R,3R,5R,7R,8S)-7-(2,4-dioxo-3,4-dihydropyrimidin-1(2H)-yl)-5-(hydroxymethyl)-3-methyl-2,6-dioxabicyclo[3.2.1]octan-8-yl)oxy)(phenoxy)phosphoryl)-L-alaninate